2-(6-bromo-3,3-dimethyl-1-oxoisoindol-4-yl)acetaldehyde BrC1=CC(=C2C(NC(C2=C1)=O)(C)C)CC=O